FC=1C(=C(C(=O)O)C(=C(C1F)F)F)OC(C(C(C(C(C(C(C(C(F)(F)F)(F)F)(F)F)(F)F)(F)F)(F)F)(F)F)(F)F)(F)F perfluorononyloxybenzoic acid